2-((S)-1-(1-(5-propylpyrimidin-2-yl)piperidin-4-yl)ethoxy)-6-(3-fluoropyridin-4-yl)imidazo[2,1-b][1,3,4]thiadiazol C(CC)C=1C=NC(=NC1)N1CCC(CC1)[C@H](C)OC1=NN2C(S1)=NC(=C2)C2=C(C=NC=C2)F